nickel (2-ethylhexyl) (p-nonylphenyl)phosphonate C(CCCCCCCC)C1=CC=C(C=C1)P(OCC(CCCC)CC)([O-])=O.[Ni+2].C(C)C(COP([O-])(=O)C1=CC=C(C=C1)CCCCCCCCC)CCCC